CS(=O)(=O)C=1C=C(C=CC1)NC(=O)C1=C(C=NN1CC1COCCC1)C(F)(F)F N-(3-(methylsulfonyl)phenyl)-1-((tetrahydro-2H-pyran-3-yl)methyl)-4-(trifluoromethyl)-1H-pyrazole-5-carboxamide